ClC1=CC=C(C=C1)C(=O)C1=CC=C(C=C1)SCCCCCCCCCCCC (4-chlorophenyl)-(4-dodecylthiophenyl)methanone